3-Allyl-salicylhydroxamic acid C(C=C)C1=C(C(C(=O)NO)=CC=C1)O